FC1=CC=C(C=C1)N1N=C(C(=C1)C(=O)N)C(=O)N 1-(4-fluorophenyl)-1H-pyrazole-3,4-dicarboxamide